FC(C=1N=C2N(C=C(C(=C2)OC(C)C)C(=O)NC2=NC(=CC=C2)C(F)F)C1)F 2-(difluoromethyl)-N-(6-(difluoromethyl)pyridin-2-yl)-7-isopropoxyimidazo[1,2-a]pyridine-6-carboxamide